Cl.NCCCC(=O)N1CCN(CC1)C(=O)C1=C(C=C(C=C1)NC(=O)C=1N(C(=CN1)C=1C(=NN(C1)C1CC1)C(F)(F)F)C)Cl N-(4-(4-(4-aminobutanoyl)piperazine-1-carbonyl)-3-chlorophenyl)-5-(1-cyclopropyl-3-(trifluoromethyl)-1H-pyrazol-4-yl)-1-methyl-1H-imidazole-2-carboxamide hydrochloride